benzyl 4-(2-(7,8-dimethyl-[1,2,4]triazolo[1,5-a]pyridin-6-yl)-3-isopropyl-1H-indol-5-yl)piperidine-1-carboxylate CC1=C(C=2N(C=C1C=1NC3=CC=C(C=C3C1C(C)C)C1CCN(CC1)C(=O)OCC1=CC=CC=C1)N=CN2)C